BrC1=C(C(=O)OCC)C(=CC=C1)Cl ethyl 2-bromo-6-chlorobenzoate